5-FORMYLURIDINE C(=O)C=1C(NC(N([C@H]2[C@H](O)[C@H](O)[C@@H](CO)O2)C1)=O)=O